2-[4-(4-chlorophenyl)-5-(pyridin-4-yl)-1H-imidazol-1-yl]-1-{8-methyl-5-oxa-2,8-diazaspiro[3.5]nonan-2-yl}ethan-1-one ClC1=CC=C(C=C1)C=1N=CN(C1C1=CC=NC=C1)CC(=O)N1CC2(C1)OCCN(C2)C